C(C)(=O)N[C@H]1CN(CCC1)C=1N=NC(=C(N1)NC1=CC=C(C=C1)C1CCN(CC1)CC1CN(CC1)C=1C=C2C(N(C(C2=CC1)=O)C1C(NC(CC1)=O)=O)=O)C(=O)N 3-((R)-3-Acetamidopiperidin-1-yl)-5-((4-(1-((1-(2-(2,6-dioxopiperidin-3-yl)-1,3-dioxoisoindoline-5-yl)pyrrolidin-3-yl)methyl)piperidin-4-yl)phenyl)amino)-1,2,4-triazine-6-Formamide